OC(=O)C(F)(F)F.COC1=C(C=C(C=C1)N1CCNCC1)N1C(NC(CC1)=O)=O 1-(2-Methoxy-5-(piperazin-1-yl)phenyl)dihydropyrimidine-2,4(1H,3H)-dione TFA salt